(R)-2-(((3-butyl-3-ethyl-5-(4-fluorophenyl)-7-(methylthio)-1,1-dioxido-2,3,4,5-tetrahydro-1,5-benzothiazepin-8-yl)methyl)thio)acetic acid C(CCC)[C@]1(CS(C2=C(N(C1)C1=CC=C(C=C1)F)C=C(C(=C2)CSCC(=O)O)SC)(=O)=O)CC